(3-(4-(((8-methyl-4-oxo-3,4-dihydro-quinazolin-2-yl)methyl)thio)piperidin-1-yl)propyl)carbamic acid tert-butyl ester C(C)(C)(C)OC(NCCCN1CCC(CC1)SCC1=NC2=C(C=CC=C2C(N1)=O)C)=O